CC1=C(C=C(C=C1)C(=O)N1CCC(CC1)C1=CC=C(C=C1)OC=1N=NC(=CC1)C(F)(F)F)NS(=O)(=O)CC1=CC=CC=C1 N-(2-methyl-5-(4-(4-((6-(trifluoromethyl)pyridazin-3-yl)oxy)phenyl)piperidine-1-carbonyl)-phenyl)-1-phenylmethanesulfonamide